NC1=C(C=CC(=C1)NCC1=CC=C(C=C1)O)NC([C@@H]([C@@H](CCCCC)F)F)=O (2S,3R)-N-(2-Amino-4-((4-hydroxybenzyl)amino)phenyl)-2,3-difluorooctanamid